N-[(1S,2S)-2-[(4-chlorophenoxy)methyl]cyclopentyl]-6-methyl-3-(triazol-2-yl)pyridine-2-carboxamide ClC1=CC=C(OC[C@@H]2[C@H](CCC2)NC(=O)C2=NC(=CC=C2N2N=CC=N2)C)C=C1